2-((2R,3S,4R,5S,6R)-2-benzyl-4,5-dimethoxy-6-(methoxymethyl)tetrahydro-2H-pyran-3-yl)-4,4,5,5-tetramethyl-1,3,2-dioxaborolane C(C1=CC=CC=C1)[C@H]1O[C@@H]([C@H]([C@@H]([C@H]1B1OC(C(O1)(C)C)(C)C)OC)OC)COC